tert-butyl 4-(6-amino-4-methoxypyridin-3-yl)piperazine-1-carboxylate NC1=CC(=C(C=N1)N1CCN(CC1)C(=O)OC(C)(C)C)OC